(3S,4R)-4-((5-chloro-4-(2-(1,3-dimethylpiperidin-4-yl)thiazol-5-yl)pyrimidin-2-yl)amino)tetrahydro-2H-pyran-3-ol ClC=1C(=NC(=NC1)N[C@H]1[C@@H](COCC1)O)C1=CN=C(S1)C1C(CN(CC1)C)C